2-methylpropan-2-yl 3-{7-bromo-6-[(2-chloro-5-fluorophenyl) carbonyl]-2-methyl-5-nitroindazol-3-yl}-3-hydroxyazetidine-1-carboxylate BrC1=C(C(=CC2=C(N(N=C12)C)C1(CN(C1)C(=O)OC(C)(C)C)O)[N+](=O)[O-])C(=O)C1=C(C=CC(=C1)F)Cl